C(C1=CC=CC=C1)(=O)C=1N2CCC(C2=CC1)C(=O)OC methyl 5-(benzoyl)-2,3-dihydro-1H-pyrrolizine-1-carboxylate